ClC1=NC2=CC=CC=C2C(=C1)CO (2-Chloroquinolin-4-yl)methanol